C1(CC1)NC1=NC(=NC=C1C(=O)N)NC1=CC2=C(OCC(CN2)O)C=C1 4-(cyclopropylamino)-2-((3-hydroxy-2,3,4,5-tetrahydro-benzo[b][1,4]oxazepin-7-yl)amino)pyrimidine-5-carboxamide